Diamidino-2-phenyl-indole, dihydrochloride Cl.Cl.C(N)(=N)C1=C2C(=C(NC2=CC=C1)C1=CC=CC=C1)C(N)=N